Cl.O=C1NC(CCC1N1C(C2=CC=C(C=C2C1=O)O[C@@H]1CNCC1)=O)=O 2-(2,6-dioxopiperidin-3-yl)-5-(((S)-pyrrolidin-3-yl)oxy)isoindoline-1,3-dione hydrochloride